3-(3-((2-(5-((4-(2,2-difluoroethyl)-6-fluoro-1H-indol-5-yl)oxy)-2-fluorophenyl)-1H-imidazol-4-yl)methyl)phenyl)propanoic acid FC(CC1=C2C=CNC2=CC(=C1OC=1C=CC(=C(C1)C=1NC=C(N1)CC=1C=C(C=CC1)CCC(=O)O)F)F)F